2,2-dimethyl-1-(methylethyl)-1,3-propanediyl bis(2-methylpropanoate) CC(C(=O)OC(C(COC(C(C)C)=O)(C)C)C(C)C)C